2-[7-[[6-(trifluoromethyl)-3-pyridyl]methyl]-2-azaspiro[3.5]nonane-2-carbonyl]-7-oxa-2,5-diazaspiro[3.4]octan-6-one FC(C1=CC=C(C=N1)CC1CCC2(CN(C2)C(=O)N2CC3(C2)NC(OC3)=O)CC1)(F)F